4-(3,4-dinitrophenyl)morpholine [N+](=O)([O-])C=1C=C(C=CC1[N+](=O)[O-])N1CCOCC1